FC1(CN(C1)C(C)=O)C 1-(3-fluoro-3-methyl-azetidin-1-yl)ethanone